ClC1=CC=C2C(=N1)C(=NN2COCC[Si](C)(C)C)I 2-[(5-chloro-3-iodo-pyrazolo[4,3-b]pyridin-1-yl)methoxy]ethyl-trimethyl-silane